methyl 3-(5-hydroxypent-1-yn-1-yl)-4-methoxybenzoate OCCCC#CC=1C=C(C(=O)OC)C=CC1OC